OC=1N(N=C2CCC(CC12)N1CCNCC1)C1=NC=CC=C1 4-(3-hydroxy-2-pyridin-2-yl-4,5,6,7-tetrahydro-2H-indazol-5-yl)-piperazine